BrC=1C=C(C(NC1)NN)C 5-bromo-2-hydrazino-3-methyl-1,2-dihydropyridine